[(2S)-2-[3-(1,2-oxazol-4-yl)phenyl]propyl][(S)-phenyl((3R)-1,2,3,4-tetrahydro-1,5-naphthyridin-3-yl)methyl]amine O1N=CC(=C1)C=1C=C(C=CC1)[C@@H](CN[C@@H]([C@H]1CNC2=CC=CN=C2C1)C1=CC=CC=C1)C